4-(oxetan-3-yloxy)-pyridine O1CC(C1)OC1=CC=NC=C1